NC1=CC=C(C=C1)NC(COC)=O N-(4-amino-phenyl)-2-methoxy-acetamide